3-(Piperazin-1-yl)pyridazine N1(CCNCC1)C=1N=NC=CC1